FC=1C=C(C=CC1)N1N=C(C=C(C1=O)C(=O)N[C@H]1[C@H](CCC1)O)C1=CC=C(C=C1)OC 2-(3-fluorophenyl)-N-[(1R,2S)-2-hydroxycyclopentyl]-6-(4-methoxyphenyl)-3-oxo-2,3-dihydropyridazine-4-carboxamide